5-{6-[(3-ethyl-2,4-dioxo-1,2,3,4-tetrahydroquinazolin-7-yl)methyl]-2,6-diazaspiro[3.3]heptan-2-yl}-N-methylpyridine-2-carboxamide hemiformate C(=O)O.C(C)N1C(NC2=CC(=CC=C2C1=O)CN1CC2(CN(C2)C=2C=CC(=NC2)C(=O)NC)C1)=O.C(C)N1C(NC2=CC(=CC=C2C1=O)CN1CC2(CN(C2)C=2C=CC(=NC2)C(=O)NC)C1)=O